pyrazolo[1,5-a]pyrazine-3-carbonitrile 2,2,2-trifluoroacetate FC(C(=O)O)(F)F.N1=CC(=C2N1C=CN=C2)C#N